4-(3-methoxypropoxy)piperidine hydrochloride Cl.COCCCOC1CCNCC1